ClC=1C(=NN(C1)C)C1=NC(=NC=C1C#N)N[C@@H]1CC[C@H](CC1)N(C(=O)NCC(F)F)C1=NC=C(C=C1)C=1C=NC(=NC1)OC 1-(trans-4-((4-(4-chloro-1-methyl-1H-pyrazol-3-yl)-5-cyanopyrimidin-2-yl)amino)cyclohexyl)-3-(2,2-difluoroethyl)-1-(5-(2-methoxypyrimidin-5-yl)pyridin-2-yl)urea